OC1=C(N(C(=CC1=O)C)C)CNC(CCC(CCC(=O)NCC=1N(C(=CC(C1O)=O)C)C)(CCC(NCC=1N(C(=CC(C1O)=O)C)C)=O)N)=O 4-amino-4-{2-[(3-hydroxy-1,6-dimethyl-4-oxo-1,4-dihydro-pyridin-2-ylmethyl)-carbamoyl]-ethyl}heptanedioic acid bis-[(3-hydroxy-1,6-dimethyl-4-oxo-1,4-dihydro-pyridin-2-ylmethyl)-amide]